NC1CN(C1)C1=NC=2N(C=C1)N(CC2C2CC2)CC2=CC=C(C=C2)C2=NC=CC=C2 5-(3-aminoazetidin-1-yl)-3-cyclopropyl-N-(4-(pyridin-2-yl)benzyl)pyrazolo[1,5-a]pyrimidin